N-[6-(5-chloro-1,3-benzothiazol-2-yl)spiro[3.3]heptan-2-yl]-2-ureido-pyridine-4-carboxamide ClC=1C=CC2=C(N=C(S2)C2CC3(CC(C3)NC(=O)C3=CC(=NC=C3)NC(=O)N)C2)C1